NC1=NC=CC=C1C1=NC=2C(=NC(=CC2)C2=CC=CC=C2)N1C1=CC=C(CNC(=O)C2=C(C=C(C(=O)O)C=C2)F)C=C1 4-((4-(2-(2-aminopyridin-3-yl)-5-phenyl-3H-imidazo[4,5-b]pyridin-3-yl)benzyl)carbamoyl)-3-fluorobenzoic acid